1,5-anhydro-2,3-dideoxy-3-[(4-methyl-5-{[4-(3-methyl-1,2-oxazol-5-yl)phenyl]methyl}-2,3-dihydro-1-benzofuran-7-carbonyl)amino]-L-threo-pentitol CC1=C(C=C(C2=C1CCO2)C(=O)N[C@H]2CCOC[C@@H]2O)CC2=CC=C(C=C2)C2=CC(=NO2)C